C(C1=CC=CC=C1)OC1=C(C=C(CN2C=NC=3C2=NC=CC3)C=C1OCC1=CC=C(C=C1)OC)OC 3-(4-(benzyloxy)-3-methoxy-5-((4-methoxybenzyl)oxy)benzyl)-3H-imidazo[4,5-b]pyridine